[Si](C)(C)(C(C)(C)C)OC12CCC(CC1)(C2)COC ((4-((tert-butyldimethylsilyl)oxy)bicyclo(2.2.1)hept-1-yl)methoxy)methane